6-(3-amino-5-fluoro-6-(4-(piperazin-1-yl)phenyl)pyrazin-2-yl)-3,4-dihydroisoquinolin-1(2H)-one NC=1C(=NC(=C(N1)F)C1=CC=C(C=C1)N1CCNCC1)C=1C=C2CCNC(C2=CC1)=O